C(C)N1C2=C(C3=CC=CC=C13)C=C(N=C2C)C2=CN=CO2 5-(9-ethyl-1-methyl-9H-pyrido[3,4-b]indol-3-yl)oxazole